(1S,2R)-2-((E)-1-phenylbut-1-en-2-yl)cyclopropan-1-amine (S)-2-hydroxy-2-phenylacetate O[C@H](C(=O)O)C1=CC=CC=C1.C1(=CC=CC=C1)\C=C(/CC)\[C@@H]1[C@H](C1)N